C(C)(=O)OCCN1C(NC2=NC(=NC(=C12)O)NC(C)=O)=O 2-(2-acetamido-6-hydroxy-8-oxo-8,9-dihydro-7H-purin-7-yl)ethyl acetate